O=P12OCC(CO1)(CO2)CO 1-oxo-4-hydroxymethyl-2,6,7-trioxa-1-phosphabicyclo[2.2.2]Octane